5-bromo-5-nitro-m-dioxane BrC1(COCOC1)[N+](=O)[O-]